COC1=C(C(=O)P(CC(CC(C)(C)C)C)=O)C(=CC=C1)OC 2,6-dimethoxybenzoyl-2,4,4-trimethylpentylphosphin oxide